4-(ethylthio)-6-methyl-1,3,5-triazin-2-amine C(C)SC1=NC(=NC(=N1)C)N